3-((6-((2-hydroxyethyl)amino)pyrazin-2-yl)oxy)pyrrolidin OCCNC1=CN=CC(=N1)OC1CNCC1